COC=1C(=CC=2C3=C(C=NC2C1)NC(N3[C@H](C)C3=CC=C(C=C3)S(=O)(=O)N)=O)OC (R)-4-(1-(7,8-dimethoxy-2-oxo-2,3-dihydro-1H-imidazo[4,5-c]quinolin-1-yl)ethyl)benzenesulfonamide